2-tert-butyl-6-methyl-4-(3-((2,4,8,10-tetra-tert-butyldibenzo(d,f)(1,3,2)dioxaphosphepin-6-yl)oxy)propyl)phenol C(C)(C)(C)C1=C(C(=CC(=C1)CCCOP1OC2=C(C3=C(O1)C(=CC(=C3)C(C)(C)C)C(C)(C)C)C=C(C=C2C(C)(C)C)C(C)(C)C)C)O